N-((4-(1-((2-aminopyridin-4-yl)methyl)-1H-pyrazol-3-yl)-6-(4-fluorophenyl)pyridin-3-yl)methyl)acrylamide NC1=NC=CC(=C1)CN1N=C(C=C1)C1=C(C=NC(=C1)C1=CC=C(C=C1)F)CNC(C=C)=O